(3-isopropylphenyl)benzene-1,2-diamine C(C)(C)C=1C=C(C=CC1)C1=C(C(=CC=C1)N)N